(R)-4-(2,4-dimethylpiperazin-1-yl)aniline C[C@H]1N(CCN(C1)C)C1=CC=C(N)C=C1